1-(3-chloropropyloxy)-4-methylpiperazine ClCCCON1CCN(CC1)C